O=C(CNC(OC(C)(C)C)=O)C=1N=CSC1 tert-butyl [2-oxo-2-(1,3-thiazol-4-yl)ethyl]carbamate